ClC1=CC(=NC=C1C)B(O)O 4-CHLORO-5-METHYLPYRIDINE-2-BORONIC ACID